tert-butyl(3-(methylamino)cyclobutyl)carbamate C(C)(C)(C)OC(NC1CC(C1)NC)=O